CC=1N=C(SC1C1=NC(=NC=C1)NC)NC(=O)NC1=CC(=C(C=C1)CN1CCN(CC1)S(=O)(=O)C)C(F)(F)F 1-(4-Methyl-5-(2-(methylamino)-pyrimidin-4-yl)thiazol-2-yl)-3-(4-((4-(methylsulfonyl)piperazin-1-yl)methyl)-3-(trifluoromethyl)-phenyl)urea